NC1=NN2C(N=CC=C2)=C1C(=O)N[C@@H](C)C=1N(C(C2=C(C=CC=C2C1)C#CC=1N(N(C(C1)=O)C)C)=O)C1=CC=CC=C1 2-amino-N-((1S)-1-(8-(2-(1,2-dimethyl-5-oxopyrazol-3-yl)ethynyl)-1-oxo-2-phenylisoquinolin-3-yl)ethyl)pyrazolo[1,5-a]pyrimidine-3-carboxamide